C(#N)C1=NC=C(C(=O)NC2=CC=C3C=NN(C3=C2)C=2C=NN(C2)C)C(=C1)C 6-Cyano-4-methyl-N-(1-(1-methyl-1H-pyrazol-4-yl)-1H-indazol-6-yl)nicotinamide